FC=1C=C(C=CC1F)N1C(CCC1)=O 1-(3,4-difluorophenyl)pyrrolidin-2-one